CC1=NC2=C(N1)C=C(C=C2C(=O)O)C2=CC=C(C=C2)C2=CC(=CC=C2)CNCCS(=O)(=O)C 2-methyl-6-(3'-(((2-(methylsulfonyl)ethyl)amino)methyl)-[1,1'-biphenyl]-4-yl)-1H-benzo[d]imidazole-4-carboxylic acid